1-vinyl-3-butylimidazole dibutyl-phosphate C(CCC)OP(=O)(OCCCC)O.C(=C)N1CN(C=C1)CCCC